FC1=C(C2=C(C=C(C=C2C=C1)OCOC)I)C#CCCCO 5-(2-Fluoro-8-iodo-6-(methoxymethoxy)naphthalen-1-yl)pent-4-yn-1-ol